acrylic acid bismuth [Bi].C(C=C)(=O)O